2,2,3,3,11,11,12,12-octamethyl-5,9-dioctyl-7-[4-(triphenylmethoxy)butyl]-4,10-dioxa-7-aza-3,11-disilatridecane CC(C)([Si](OC(CN(CC(O[Si](C(C)(C)C)(C)C)CCCCCCCC)CCCCOC(C1=CC=CC=C1)(C1=CC=CC=C1)C1=CC=CC=C1)CCCCCCCC)(C)C)C